CN1N=CC2=C1N=CN(C2=O)NC2=C(C=CC=C2)C 1-methyl-5-(2-methylphenylamino)-1,5-dihydro-4H-pyrazolo[3,4-d]pyrimidin-4-one